3-(Cyclohexa-1,4-dien-1-yl)propan-1-ol C1(=CCC=CC1)CCCO